tributoxyphenyl-(4-isopropenylphenyl)silane C(CCC)OC1=C(C(=C(C=C1)[SiH2]C1=CC=C(C=C1)C(=C)C)OCCCC)OCCCC